NC=1C=C(C=CC1C(=O)O)C1=CC(=C(C=C1)C=1NC(C2=C(N1)NN=N2)=O)OCC 3-amino-3'-ethoxy-4'-(7-oxo-6,7-dihydro-3H-[1,2,3]triazolo[4,5-d]pyrimidin-5-yl)-[1,1'-biphenyl]-4-carboxylic acid